(±)-2-[4-[3-[(4,5-dichloro-1-methyl-indole-2-carbonyl)amino]tetrahydrofuran-3-yl]phenyl]-3-methyl-butanoate ClC1=C2C=C(N(C2=CC=C1Cl)C)C(=O)NC1(COCC1)C1=CC=C(C=C1)C(C(=O)[O-])C(C)C